FC(S(=O)(=O)OCCC(C)(F)F)(F)F 3,3-difluorobutyl trifluoromethanesulfonate